1-acetyl-5-hydroxy-N-(3-(1-methyl-1H-pyrazol-4-yl)phenyl)-1H-indole-3-carboxamide C(C)(=O)N1C=C(C2=CC(=CC=C12)O)C(=O)NC1=CC(=CC=C1)C=1C=NN(C1)C